1-((3S,5R)-1-acryloyl-5-(methoxymethyl)pyrrolidin-3-yl)-3-((1-cyclopropyl-4,6-difluoro-1H-benzo[d]imidazol-5-yl)ethynyl)-5-(methylamino)-1H-pyrazole-4-carboxamide C(C=C)(=O)N1C[C@H](C[C@@H]1COC)N1N=C(C(=C1NC)C(=O)N)C#CC1=C(C2=C(N(C=N2)C2CC2)C=C1F)F